1-(tert-butyl)-N-((3-(3-(2,2-difluorovinyl)-8-(((3S,4R)-3-fluoro-1-methylpiperidin-4-yl)amino)imidazo[1,2-a]pyridin-2-yl)-1,2,4-oxadiazol-5-yl)methyl)-1H-pyrrole-3-carboxamide C(C)(C)(C)N1C=C(C=C1)C(=O)NCC1=NC(=NO1)C=1N=C2N(C=CC=C2N[C@H]2[C@H](CN(CC2)C)F)C1C=C(F)F